n-decyl-cycloundecaneNacetyl-L-cysteine C(CCCCCCCCC)N([C@@H](CS)C(=O)O)C(CC1=CCCCCCCCCC1)=O